C(C)(C)(C)OC(=O)NCC=1C=CC(=NC1)NC(=O)C1=CC2=C(OCCC3=C2SC=C3)C=C1C=1C(=NC(=CC1)C(NCCC)=O)C(=O)OC methyl 3-(9-((5-(((tert-butoxycarbonyl)amino)methyl)pyridin-2-yl)carbamoyl)-4,5-dihydrobenzo[b]thieno[2,3-d]oxepin-8-yl)-6-(propylcarbamoyl)picolinate